[N+](=O)([O-])OCCCCCC(=O)OC[C@H]1N(CCC1)C1=NC=C(C(=N1)NCC1=CC(=C(C=C1)OC)Cl)C(NCC1=NC=CC=N1)=O [(2S)-1-(4-{[(3-chloro-4-methoxyphenyl) methyl]amino}-5-{[(pyrimidin-2-yl)methyl]carbamoyl}pyrimidin-2-yl)pyrrolidin-2-yl]methyl 6-(nitrooxy)hexanoate